4-Bromo-2-fluoro-6-methoxypyrazolo[1,5-a]pyridine BrC=1C=2N(C=C(C1)OC)N=C(C2)F